C(C)OC1=CC(=C(C(=O)O)C=C1)CC 4-Ethoxy-2-ethyl-benzoic acid